[Si](C)(C)(C(C)(C)C)OCC(O)C1=CC(=CC=C1)Cl 2-((tert-butyldimethylsilyl)oxy)-1-(3-chlorophenyl)ethan-1-ol